ClC1=C(C=C(OCC(=O)N[C@@H]2CC[C@H](CC2)C(=O)OC)C=C1)F trans-methyl 4-(2-(4-chloro-3-fluorophenoxy)acetamido)cyclohexanecarboxylate